2-iodo-1-methyl-1H-pyrrolo[3,2-b]pyridine IC1=CC2=NC=CC=C2N1C